(7R)-7,8-difluoro-N-(2-(pyrrolidin-1-yl)-4-((4-(trifluoromethyl)benzyl)amino)phenyl)octanamide F[C@H](CCCCCC(=O)NC1=C(C=C(C=C1)NCC1=CC=C(C=C1)C(F)(F)F)N1CCCC1)CF